ClC(C(F)(F)F)C1=CN=CC2=CC=CC=C12 4-(1-chloro-2,2,2-trifluoroethyl)isoquinoline